N-xylyl-aniline C1(=C(C(=CC=C1)C)C)NC1=CC=CC=C1